N-[4-[[4-[1-[3-chloro-5-cyano-4-[5-[[2-(2,6-dioxo-3-piperidyl)-1-oxo-6-isoquinolyl]oxy]-3,3-difluoro-pentoxy]phenyl]-1-methyl-ethyl]phenoxy]methyl]pyrimidin-2-yl]methanesulfonamide ClC=1C=C(C=C(C1OCCC(CCOC=1C=C2C=CN(C(C2=CC1)=O)C1C(NC(CC1)=O)=O)(F)F)C#N)C(C)(C)C1=CC=C(OCC2=NC(=NC=C2)NS(=O)(=O)C)C=C1